CC1(OC=2C=C(C(=C(C2[C@H]2[C@H]1CCC(=C2)C)O)C=2SC=C(C2)C)CCCCC)C (6aR,10aR)-6,6,9-trimethyl-2-(4-methyl-2-thienyl)-3-pentyl-6a,7,8,10a-tetrahydrobenzo[c]chromen-1-ol